FC1=CC=C(C=C1)N1CC(CC1=O)C(=O)NC=1SC(=CN1)C(F)(F)F (4-fluorophenyl)-5-oxo-N-(5-(trifluoromethyl)thiazol-2-yl)pyrrolidine-3-carboxamide